FC(C(=O)O)(F)F.FC=1C=CC(=C(C1)C(C(=O)NC=1SC=CN1)N1C(C2=CC(=CC=C2C1)C1=CC=C(C=C1)N1CCNCC1)=O)O 2-(5-fluoro-2-hydroxyphenyl)-2-(1-oxo-6-(4-(piperazin-1-yl)phenyl)isoindolin-2-yl)-N-(thiazol-2-yl)acetamide trifluoroacetic acid salt